C(#N)C=1C=C(C=CC1)C1=NN2C(N=C(C=C2)C(C(=O)N)C(C)(C)O)=C1C1=CC(=NC(=C1)C)C [2-(3-cyanophenyl)-3-(2,6-dimethyl-4-pyridinyl)pyrazolo[1,5-a]pyrimidin-5-yl]-3-hydroxy-3-methyl-butyramide